7-{[1-(2,4-Difluorophenyl)-1H-pyrazol-4-yl]methyl}-5-[2-(trifluoromethyl)pyrimidin-5-yl]-7H-pyrrolo[2,3-d]pyrimidin-4-amine FC1=C(C=CC(=C1)F)N1N=CC(=C1)CN1C=C(C2=C1N=CN=C2N)C=2C=NC(=NC2)C(F)(F)F